FC=1C=C(C=CC1OC1=CC=NC2=CC(=C(N=C12)OCCOC)C)NC(=O)C=1C=NC(=C(C1O)C1=CC=C(C=C1)F)C N-[3-fluoro-4-[[6-(2-methoxyethoxy)-7-methyl-1,5-naphthyridin-4-yl]oxy]phenyl]-5-(4-fluorophenyl)-4-hydroxy-6-methylpyridine-3-carboxamide